Ethyl (2E)-2-[2-(2-chloro-4-fluorophenyl)hydrazinylidene]-3-oxopropanoate ClC1=C(C=CC(=C1)F)N\N=C(\C(=O)OCC)/C=O